ClC1=C(C=C(OOOC2=CC(=C(C=C2)Cl)[N+](=O)[O-])C=C1)[N+](=O)[O-] 4-chloro-3-nitro-phenoxy ether